(S)-1-(3,4-difluorophenyl)-6-(1-((trans)-4-methoxycyclohexyl)-5-(3-methyl-2-oxoimidazolin-1-yl)-1H-benzo[d]imidazol-2-yl)piperidine-2-one FC=1C=C(C=CC1F)N1C(CCC[C@H]1C1=NC2=C(N1[C@@H]1CC[C@H](CC1)OC)C=CC(=C2)N2C(N(CC2)C)=O)=O